2-(2-chloro-5-(3,6-dihydro-2H-pyran-4-yl)pyrimidin-4-yl)-3-phenylisoxazolidine ClC1=NC=C(C(=N1)N1OCCC1C1=CC=CC=C1)C=1CCOCC1